S1CC(CC1)CN (tetrahydrothiophen-3-yl)methylamine